CC(C)(CC(C)(C)C)C1=CC=C(OCC)C=C1 2-[4-(2,4,4-trimethylpentan-2-yl)phenoxy]ethan